FC(C(C(C(C(F)(F)F)(F)F)(F)F)(F)F)(S(=O)(=O)[O-])F.[Na+] sodium perfluoro-1-pentanesulfonate